1-Benzyl-3-methyl-3-phenylazetidine C(C1=CC=CC=C1)N1CC(C1)(C1=CC=CC=C1)C